Cl.C(C)OC(C[C@@H]1CC[C@@H](CC1)N)=O cis-4-aminocyclohexylacetic acid ethyl ester hydrochloride